C(C=C)N1N(C2=NC(=NC=C2C1=O)NCCNC(C1=C(C=CC(=C1)CC1=NNC(C2=CC=CC=C12)=O)F)=O)C1=NC(=CC=C1)C(C)(C)O N-[2-[[2-allyl-1-[6-(1-hydroxy-1-methyl-ethyl)-2-pyridyl]-3-oxo-pyrazolo[3,4-d]pyrimidin-6-yl]amino]ethyl]-2-fluoro-5-[(4-oxo-3H-phthalazin-1-yl)methyl]benzamide